[Li+].[N-](S(=O)(=O)C(F)(F)F)S(=O)(=O)C(F)(F)F bistrifluoromethanesulfonimide Lithium